1-methyl-4-(2-(4-phenyl-1-((2-(trimethylsilyl)ethoxy)methyl)-1H-imidazol-2-yloxy)ethyl)piperazine CN1CCN(CC1)CCOC=1N(C=C(N1)C1=CC=CC=C1)COCC[Si](C)(C)C